C(C)(=O)N1C2C[C@H](C(C1)CC2)CC(=O)NC2=NC=C(C(=C2)C2=C1N(N=C2)CC(C1)(C)C)Cl 2-((5S)-2-acetyl-2-azabicyclo[2.2.2]oct-5-yl)-N-(5-chloro-4-(5,5-dimethyl-5,6-dihydro-4H-pyrrolo[1,2-b]pyrazol-3-yl)pyridin-2-yl)acetamide